CC1=C(C=CC=C1)CCCCCCC1CCCC1 methylcyclopentylhexylbenzene